ClC=1C=C(C=C(C1)NS(=O)(=O)C)NC(=O)C=1SC(=C(C1)C1=NC=C(C=C1F)N1CC2(C1)CC(C2)(F)F)C N-(3-chloro-5-(methylsulfonylamino)phenyl)-4-(5-(6,6-difluoro-2-azaspiro[3.3]hept-2-yl)-3-fluoropyridin-2-yl)-5-methylthiophene-2-carboxamide